O1C=C(C=C1)C1=NN=C(N=N1)[C@H](CC1=CC=NC=C1)NC(OC(C)(C)C)=O (S)-tert-butyl (1-(6-(furan-3-yl)-1,2,4,5-tetrazin-3-yl)-2-(pyridin-4-yl)ethyl)carbamate